(2S,3S,4R,5R)-5-(6-(benzylamino)-2-(5-chloropyridin-3-yl)-9H-purin-9-yl)-3,4-dihydroxyl-N-vinyltetrahydrofuran-2-formamide C(C1=CC=CC=C1)NC1=C2N=CN(C2=NC(=N1)C=1C=NC=C(C1)Cl)[C@H]1[C@@H]([C@@H]([C@H](O1)C(=O)NC=C)O)O